tert-butyl 3-cyano-3-((4-(trifluoromethyl)benzyl)amino)azetidine-1-carboxylate C(#N)C1(CN(C1)C(=O)OC(C)(C)C)NCC1=CC=C(C=C1)C(F)(F)F